CN(CCNC1=NN(C2=C1C=NC(=C2)C=2C=NN1C2N=CC=C1)C1=C(C=C(CNS(=O)(=O)C)C=C1)OC)C N-(4-(3-((2-(dimethylamino)ethyl)amino)-6-(pyrazolo[1,5-a]pyrimidin-3-yl)-1H-pyrazolo[4,3-c]pyridin-1-yl)-3-methoxybenzyl)methanesulfonamide